tri(2-aminobutoxy)methyl-silane tert-butyl-(S)-2-[(tert-butoxycarbonyl)amino]-4-(hydroxyamino)-4-iminobutyrate C(C)(C)(C)OC([C@H](CC(=N)NO)NC(=O)OC(C)(C)C)=O.NC(COC(OCC(CC)N)(OCC(CC)N)[SiH3])CC